C(CCCCCCCCCCCCCCCCC)(=O)OCCCCCCCC\C=C/CCCCCC palmitoleyl stearate